OC1CCN(CC1)C1=CC=C(C=C1)NC1=NC(=NC=2C=NNC(C21)=O)N2CCC(CC2)CC#N 2-(1-(4-((4-(4-Hydroxypiperidin-1-yl)phenyl)amino)-5-oxo-5,6-dihydropyrimido[4,5-d]pyridazin-2-yl)piperidin-4-yl)acetonitril